FC1=C(C=C(C=C1)C1(CC1)N(S(=O)(=O)C)C[C@@H]1NCCC1)C(F)(F)F (R)-N-(1-(4-fluoro-3-(trifluoromethyl)phenyl)cyclopropyl)-N-(pyrrolidin-2-ylmethyl)methanesulfonamide